ClC=1C=CC2=C(SC(=C2C#N)NC(CSC(C(=O)O)(C)C)=O)C1 2-((2-((6-chloro-3-cyanobenzo[b]thiophen-2-yl)amino)-2-oxoethyl)thio)-2-methylpropanoic acid